BrC(C)C1=CC=C(C=C1)N1N=C(C=C1OCC(F)F)C(F)(F)F 1-(4-(1-bromoethyl)phenyl)-5-(2,2-difluoroethoxy)-3-(trifluoromethyl)-1H-pyrazole